C(#N)C1(CC1)NC(=O)[C@H]1N(C[C@@H](C1)SC1=C(C=C(C=C1)F)C)C(=O)C1(CC1)C(F)(F)F (2S,4R)-N-(1-cyanocyclopropyl)-4-(4-fluoro-2-methylphenylsulfanyl)-1-(1-(trifluoromethyl)cyclopropanecarbonyl)pyrrolidine-2-carboxamide